CN(C(=O)C1=CC=C(C=C1)C=1C=C(C(=CC1)C1=NOC(N1)=O)C1=CC=C(C=C1)CN1C(=NC2=C1C(=CC=C2)C(=O)O)OCC)C 1-((4''-(dimethylcarbamoyl)-6'-(5-oxo-4,5-dihydro-1,2,4-oxadiazol-3-yl)-[1,1':3',1''-terphenyl]-4-yl)methyl)-2-ethoxy-1H-benzo[d]imidazole-7-carboxylic Acid